CN1C(=NN=C1)CC1(COC1)C=1C=C(N)C=CC1 3-{3-[(4-methyl-1,2,4-triazol-3-yl)methyl]oxetan-3-yl}aniline